diphenylmethanone O-dodecanoyl oxime C(CCCCCCCCCCC)(=O)ON=C(C1=CC=CC=C1)C1=CC=CC=C1